phosphoric acid tri(2-chloropropyl) ester ClC(COP(OCC(C)Cl)(OCC(C)Cl)=O)C